N-ethyl-1-(4-(3-methyl-1-(tetrahydro-2H-pyran-4-yl)imidazo[1,5-a]quinoxalin-8-yl)-2-(trifluoromethyl)phenyl)piperidin-4-amine C(C)NC1CCN(CC1)C1=C(C=C(C=C1)C1=CC=C2N=CC=3N(C2=C1)C(=NC3C)C3CCOCC3)C(F)(F)F